N1(C=NC=C1)C1=NC=CC(=N1)C(=O)NC1CCC(CC1)C(F)(F)F 2-(1H-imidazol-1-yl)-N-(4-(trifluoromethyl)cyclohexyl)pyrimidine-4-carboxamide